(4-Chloro-1-methyl-1H-pyrazol-3-yl)-{4-[2-(2,4-difluoro-phenyl)-ethyl]-piperazin-1-yl}-methanone ClC=1C(=NN(C1)C)C(=O)N1CCN(CC1)CCC1=C(C=C(C=C1)F)F